C1(CC1)NCC1=NN(C=C1)C(F)F (R)-cyclopropyl-(1-(difluoromethyl)-1H-pyrazol-3-yl)methylamine